C1(CCC1)N1CCCCC1 1-cyclobutylpiperidin